2-(3-aminophenyl)-benzothiazole NC=1C=C(C=CC1)C=1SC2=C(N1)C=CC=C2